8-cyclopentyl-6-(difluoromethyl)-7-oxo-7,8-dihydropyrido[2,3-d]pyrimidin C1(CCCC1)N1C(C(=CC2=C1N=CN=C2)C(F)F)=O